triazolone-5-d N=1N=NC(C1[2H])=O